CC(C#CC=1C=C(C=NC1C(F)(F)F)OC1=C(N=NN1)C(=O)O)C 5-((5-(3-methylbut-1-ynyl)-6-(trifluoromethyl)pyridin-3-yl)oxy)-1H-1,2,3-triazole-4-carboxylic acid